2-(5-(cyclopropylmethyl)-3-(4',5-difluoro-[1,1'-biphenyl]-3-yl)-4-(4-sulfamoylbenzyl)-1H-pyrazol-1-yl)thiazole-4-carboxylic acid C1(CC1)CC1=C(C(=NN1C=1SC=C(N1)C(=O)O)C=1C=C(C=C(C1)F)C1=CC=C(C=C1)F)CC1=CC=C(C=C1)S(N)(=O)=O